N-(((1'R,2'R)-2,6-dihydroxy-5'-methyl-4-pentyl-2'-(prop-1-en-2-yl)-1',2',3',4'-tetrahydro-[1,1-biphenyl]-3-yl)sulfonyl)-4-(trifluoromethyl)benzamide OC1=C(C(=CC(=C1S(=O)(=O)NC(C1=CC=C(C=C1)C(F)(F)F)=O)CCCCC)O)[C@H]1[C@@H](CCC(=C1)C)C(=C)C